3-(4-phenoxyphenyl)-1-[1-[1-[1-(4-piperidyl)-4-piperidyl]-4-piperidyl]-4-piperidyl]pyrazolo[3,4-d]pyrimidin-4-amine O(C1=CC=CC=C1)C1=CC=C(C=C1)C1=NN(C2=NC=NC(=C21)N)C2CCN(CC2)C2CCN(CC2)C2CCN(CC2)C2CCNCC2